N-(4,4-difluorocyclohexyl)-6-methyl-2-(4-methylthiazol-2-yl)pyrimidin-4-amine FC1(CCC(CC1)NC1=NC(=NC(=C1)C)C=1SC=C(N1)C)F